NC=1C2=C(N=CN1)N(C(=C2C2=NC=C(C=N2)C#N)C2=CCC1(CCNCC1)CC2)C 2-(4-amino-7-methyl-6-(3-azaspiro[5.5]undec-8-en-9-yl)-7H-pyrrolo-[2,3-d]pyrimidin-5-yl)pyrimidine-5-carbonitrile